BrC/C=C/C(=O)OC(C)(C)C tertbutyl (E)-4-bromobut-2-enoate